(3R)-3-amino-7-(5-tert-butyl-1,3,4-oxadiazol-2-yl)-5-[(4-chlorophenyl)methyl]-8-hydroxy-1,1-dioxo-2,3-dihydro-1λ6,5-benzothiazepin-4-one N[C@H]1CS(C2=C(N(C1=O)CC1=CC=C(C=C1)Cl)C=C(C(=C2)O)C=2OC(=NN2)C(C)(C)C)(=O)=O